(S)-3-methyl-N-(1-(3-(2-methylpyridin-4-yl)-1,2,4-oxadiazol-5-yl)propyl)-1-(tetrahydro-2H-pyran-4-yl)-1H-pyrazole-5-carboxamide CC1=NN(C(=C1)C(=O)N[C@@H](CC)C1=NC(=NO1)C1=CC(=NC=C1)C)C1CCOCC1